N-(furan-2-ylmethylYl)benzamide O1C(=CC=C1)C=NC(C1=CC=CC=C1)=O